1,2-dimethyl-3-oxo-5-(quinoxalin-6-yl)-2,3-dihydro-1H-pyrazol CN1N(C(C=C1C=1C=C2N=CC=NC2=CC1)=O)C